FC(C(=O)[O-])(F)F.CN1N=CC(=C1)C=1C=CC=2N(C1)N=CC2[NH+]2CCNCCC2 [6-(1-methyl-1H-pyrazol-4-yl)pyrazolo[1,5-a]pyridin-3-yl]-1,4-diazepan-1-ium trifluoroacetate